C(#N)C1=CC(=C(C=C1)C1(OC2=C(O1)C=CC=C2N2CCN(C1CC21)CC2=NC1=C(N2C[C@@H](C)OC)C=C(C=C1)C(=O)O)C)F 2-((5-(2-(4-Cyano-2-fluorophenyl)-2-methylbenzo[d][1,3]dioxol-4-yl)-2,5-diazabicyclo[4.1.0]heptan-2-yl)methyl)-1-((R)-2-methoxypropyl)-1H-benzo[d]imidazole-6-carboxylic acid